(1R,2S)-2-(3-{[6-(ethanesulfonyl)-2-methoxypyridin-3-yl]amino}-1H-indazol-6-yl)-5'-methoxyspiro[cyclopropane-1,3'-indol]-2'(1'H)-one C(C)S(=O)(=O)C1=CC=C(C(=N1)OC)NC1=NNC2=CC(=CC=C12)[C@@H]1C[C@@]12C(NC1=CC=C(C=C21)OC)=O